6-(5-cyano-1-tosyl-1H-pyrrolo[2,3-B]pyridin-4-yl)-N-(3-methoxy-1,2,4-thiadiazol-5-yl)-1,6-diazaspiro[3.4]octane-1-carboxamide C(#N)C=1C(=C2C(=NC1)N(C=C2)S(=O)(=O)C2=CC=C(C)C=C2)N2CC1(CCN1C(=O)NC1=NC(=NS1)OC)CC2